rac-(2s,4r)-4-hydroxy-4-methyl-2-phenylpiperidin-1-carboxylic acid benzyl ester C(C1=CC=CC=C1)OC(=O)N1[C@@H](C[C@](CC1)(C)O)C1=CC=CC=C1 |r|